FC(CN1N=CC(=C1)C=1C=CC(=NC1)C#N)(C(F)(F)F)F 5-[1-(2,2,3,3,3-pentafluoropropyl)-1H-pyrazol-4-yl]pyridine-2-carbonitrile